N-(2-(ethylsulfonyl)-3-(5-(2,2,3,3,3-pentafluoropropoxy)pyrazin-2-yl)pyrazolo[1,5-a]pyrimidin-5-yl)acetamide C(C)S(=O)(=O)C1=NN2C(N=C(C=C2)NC(C)=O)=C1C1=NC=C(N=C1)OCC(C(F)(F)F)(F)F